Isobutyl 3-(1-((1-(2-((4-(2-chloropyridin-3-yl)phenyl)sulfonamido)ethyl)piperidin-4-yl)methyl)-1H-1,2,3-triazol-4-yl)-5-fluoro-1H-indol-2-carboxylat ClC1=NC=CC=C1C1=CC=C(C=C1)S(=O)(=O)NCCN1CCC(CC1)CN1N=NC(=C1)C1=C(NC2=CC=C(C=C12)F)C(=O)OCC(C)C